Cl.N[C@H](C(=O)NC1=CC=CC2=C(C=CC=C12)S(N(C)C)(=O)=O)CC1=CC=CC=C1 (S)-2-amino-N-(5-(N,N-dimethylsulfamoyl)naphthalen-1-yl)-3-phenylpropionamide hydrochloride